[Si](C)(C)(C(C)(C)C)O[C@@H]1C[C@H](N2N=C(N=C21)C(=O)OCC)C2=CC=CC=C2 trans-ethyl 7-((tert-butyldimethylsilyl)oxy)-5-phenyl-6,7-dihydro-5H-pyrrolo[1,2-b][1,2,4]triazole-2-carboxylate